C(C)O[Si](C(C)[Si](O[Si](C)(C)CC[SiH2]C(N(CC)CC)N(CC)CC)(C)C)(OCC)OCC 1-triethoxysilylethyl-3-bis(diethylamino)methylsilylethyl-1,1,3,3-tetramethyldisiloxane